CC(C)(C(C)(NC(O)=O)C)NC(O)=O.C1(CC1)N1C(=NN=C1)C1=CC=CC(=N1)N1C(C2=CC=CC=C2C1)=O 2-(6-(4-cyclopropyl-4H-1,2,4-triazol-3-yl)pyridin-2-yl)isoindolin-1-one 2,3-dimethylbutane-2,3-diyl-dicarbamate